N1(CCC1)CC1(CC1)NC(C(C)(C)N1C=CC=2C1=NC=CC2Cl)=O N-(1-(azetidin-1-ylmethyl)cyclopropyl)-2-(4-chloro-1H-pyrrolo[2,3-b]pyridin-1-yl)-2-methylpropanamide